4-[(5-chloropyridin-3-yl)amino]-6-[(1H-indol-6-yl)amino]pyridine-2-carbonitrile ClC=1C=C(C=NC1)NC1=CC(=NC(=C1)NC1=CC=C2C=CNC2=C1)C#N